2-(4-(aminomethyl)-1H-indol-3-yl)-N,N-dimethylethan-1-amine NCC1=C2C(=CNC2=CC=C1)CCN(C)C